FC1=C(C(=CC=C1)F)C#CC1=NC=CC2=CC=CC=C12 1-((2,6-difluorophenyl)ethynyl)isoquinoline